cis-2-Isopropenyl-1-methylcyclobutaneethanol CC(=C)[C@@H]1CC[C@]1(C)CCO